2-(TRIFLUORoMETHOXY)-PHENYLISOCYANIDE FC(OC1=C(C=CC=C1)[N+]#[C-])(F)F